(2S)-2-{[(2S)-2-{[(4-bromophenyl)carbamoyl]amino}-4-methylpentanoyl]amino}pentanoic acid BrC1=CC=C(C=C1)NC(=O)N[C@H](C(=O)N[C@H](C(=O)O)CCC)CC(C)C